C(C)(=O)OC[C@@H](COC1=CC=C(C=C1)C(C)(C)C1=CC=C(C=C1)OC[C@H](COC(C)=O)Cl)OC(C)=O (R)-3-(4-(2-(4-((R)-3-acetoxy-2-chloropropoxy)phenyl)propan-2-yl)phenoxy)propane-1,2-diyl diacetate